ClC=1C=CC=2N(C3=CC=C(C=C3C2C1)Cl)CCCP(O)(O)=O (3-(3,6-dichloro-9H-carbazol-9-yl)propyl)phosphonic acid